[(3S)-5-oxopyrrolidin-3-yl]-N-[2-[[3-[2-(cyclopropoxy)-3-pyridyl]pyrazolo[1,5-a]pyrimidin-5-yl]amino]ethyl]-N-methyl-carbamate O=C1C[C@@H](CN1)OC(N(C)CCNC1=NC=2N(C=C1)N=CC2C=2C(=NC=CC2)OC2CC2)=O